N-(3,4-dichloro-2-fluorophenyl)-7-methoxy-6-(piperidine-4-yloxy)quinazolin-4-amine ClC=1C(=C(C=CC1Cl)NC1=NC=NC2=CC(=C(C=C12)OC1CCNCC1)OC)F